(3R,4R)-4-(((6-(2'-chloro-2-fluoro-3'-((2-methylpyrido[3,2-d]pyrimidin-4-yl)amino)-[1,1'-biphenyl]-3-yl)-2-methoxypyridin-3-yl)methyl)amino)tetrahydro-2H-pyran-3-ol ClC1=C(C=CC=C1NC=1C2=C(N=C(N1)C)C=CC=N2)C2=C(C(=CC=C2)C2=CC=C(C(=N2)OC)CN[C@H]2[C@H](COCC2)O)F